2-fluoro-N-(6-{3-[(3-phenylbutyl)carbamoyl]phenyl}imidazo[1,2-b]pyridazin-2-yl)pyridine-4-carboxamide FC1=NC=CC(=C1)C(=O)NC=1N=C2N(N=C(C=C2)C2=CC(=CC=C2)C(NCCC(C)C2=CC=CC=C2)=O)C1